2-Chloro-7-(cyclohexylmethyl)-5,6,7,8-tetrahydro-1,6-naphthyridine-6-carboxylic acid tert-butyl ester C(C)(C)(C)OC(=O)N1CC=2C=CC(=NC2CC1CC1CCCCC1)Cl